CC1=C(C(=O)OC2=C(C(=CC(=C2)C(C)(C)C)C)OC(C2=C(C=C(C=C2C)C)C)=O)C(=CC(=C1)C)C 3-methyl-5-tert-butyl-1,2-phenylene di(2,4,6-trimethylbenzoate)